furanylmethylketone O1C(=CC=C1)CC(=O)CC=1OC=CC1